N1CCC(CC1)N1CCC2(CCCN(C2)C(=O)OCC2=CC=CC=C2)CC1 Benzyl 9-(piperidin-4-yl)-2,9-diazaspiro[5.5]undecane-2-carboxylate